3-chloro-1-ethynyl-4-methylpyrazole ClC1=NN(C=C1C)C#C